N-(tetrahydro-2H-pyran-4-yl)-1H-benzo[d]Imidazole-6-amine O1CCC(CC1)NC=1C=CC2=C(NC=N2)C1